B=O boranal